ClC=1C(=C(CN2[C@@H](C[C@@](CC2)(C(=O)O)CC2=NC(=C(C(=C2)[C@H](C)F)F)NC2=NNC(=C2)C)C)C=CC1)F (2R,4R)-1-(3-chloro-2-fluorobenzyl)-4-((5-fluoro-4-((S)-1-fluoroethyl)-6-((5-methyl-1H-pyrazol-3-yl)amino)pyridin-2-yl)methyl)-2-methylpiperidine-4-carboxylic acid